COS(=O)(=O)[O-].C(C(=C)C)(=O)OCC[N+](C)(C)C methacryloyloxyethyltrimethylammonium methyl-sulfat